tridecylphenyl diphosphite O(P([O-])OP([O-])[O-])C1=C(C=CC=C1)CCCCCCCCCCCCC